ClC=1C=CC(=NC1)C(C#N)=C1CCN(CC1)C(=O)N1CC=2N(CC1)C=NC2 2-(5-chloropyridin-2-yl)-2-(1-(5,6,7,8-tetrahydroimidazo[1,5-a]pyrazine-7-carbonyl)piperidin-4-ylidene)acetonitrile